O1CCN(CC1)CNC1=C(C=CC=C1)[N+](=O)[O-] (morpholinomethyl)-2-nitroaniline